5-[4-[(3S)-1-(3-fluoropropyl)pyrrolidin-3-yl]oxyphenyl]-6-(3-methyl-isoxazol-4-yl)-8,9-dihydro-7H-benzo[7]annulen-2-ol FCCCN1C[C@H](CC1)OC1=CC=C(C=C1)C1=C(CCCC2=C1C=CC(=C2)O)C=2C(=NOC2)C